ClC1=C(C=2N=C(N=C(C2C=N1)Cl)Cl)F 7-chloro-2,4-dichloro-8-fluoropyrido[4,3-d]pyrimidine